(1R,2S,5R)-1-Amino-2-(((R)-2-amino-3-(1-methyl-1H-indol-3-yl)propanamido)methyl)-5-(2-boronoethyl)cyclohexane-1-carboxylic acid dihydrochloride Cl.Cl.N[C@]1([C@@H](CC[C@H](C1)CCB(O)O)CNC([C@@H](CC1=CN(C2=CC=CC=C12)C)N)=O)C(=O)O